C(C)(C)(C)OC(=O)N[C@H](C(=O)OC)CI (R)-methyl 2-t-butoxycarbonylamino-3-iodopropionate